BrC1=CC(=NC=C1)C(C)=NN 4-bromo-2-(1-hydrazineylideneethyl)pyridine